1-(4-((1S,2S)-2-(difluoromethyl)cyclopropyl)-6-(2,4-dimethoxypyrimidin-5-yl)pyridazin-3-yl)ethan-1-one FC([C@@H]1[C@H](C1)C1=C(N=NC(=C1)C=1C(=NC(=NC1)OC)OC)C(C)=O)F